1-isopentyl-1-propanesulfonic acid C(CC(C)C)C(CC)S(=O)(=O)O